triethoxy(4-methoxyphenyl)silane C(C)O[Si](C1=CC=C(C=C1)OC)(OCC)OCC